C1(=CC=CC=C1)P(C1=C(C=CC=C1)OC1=C(C=CC=C1)P(C1=CC=CC=C1)C1=CC=CC=C1)C1=CC=CC=C1 bis-(2-diphenylphosphinophenyl) ether